FC1=CC=C(C=C1)C1=C(NC2=CC=CC=C12)C(=O)NC[C@@H]1C[C@@H](CN1)CNC(OC(C)(C)C)=O tert-Butyl (((3S,5S)-5-((3-(4-fluorophenyl)-1H-indole-2-carboxamido)methyl)pyrrolidin-3-yl)methyl)carbamate